2-((4-chloro-3-(trifluoromethyl)phenyl)carbamoyl)-4-hydroxypyrrole-1-carboxylic acid tert-butyl ester C(C)(C)(C)OC(=O)N1C(=CC(=C1)O)C(NC1=CC(=C(C=C1)Cl)C(F)(F)F)=O